methyl 2-(1H-Indole-3-carboxamido)acetate N1C=C(C2=CC=CC=C12)C(=O)NCC(=O)OC